5-(p-sulfophenoxy)isophthalic acid S(=O)(=O)(O)C1=CC=C(OC=2C=C(C=C(C(=O)O)C2)C(=O)O)C=C1